COC(=O)C=1C=NC2=CC(=NC(=C2C1)NC1C[C@H]2CC[C@@H](C1)N2)NC2=NNC(=C2)C 5-(((1R,3S,5S)-8-azabicyclo[3.2.1]oct-3-yl)amino)-7-((5-methyl-1H-pyrazol-3-yl)amino)-1,6-naphthyridine-3-carboxylic acid methyl ester